2,8-dimethyl-7-(3-(2-(trifluoromethoxy)phenyl)-7,8-dihydro-1,6-naphthyridin-6(5H)-yl)-4H-pyrimido[1,2-b]pyridazin-4-one CC=1N=C2N(N=C(C(=C2)C)N2CC=3C=C(C=NC3CC2)C2=C(C=CC=C2)OC(F)(F)F)C(C1)=O